2,4'-difluoro-3-hydroxy-[1,1'-biphenyl]-4-carbaldehyde FC1=C(C=CC(=C1O)C=O)C1=CC=C(C=C1)F